ClC1=C(C=C2C=C(N=CC2=C1)NC(=O)[C@@H]1CC12CCOCC2)N2CCN(CC2)[C@@]2(COC[C@@H]2O)C (R)-N-(7-chloro-6-(4-((3R,4R)-4-hydroxy-3-methyltetrahydrofuran-3-yl)piperazin-1-yl)isoquinolin-3-yl)-6-oxaspiro[2.5]octane-1-carboxamide